5-cyclopentyl-4-methyl-1H-1,2,3-triazol C1(CCCC1)C1=C(N=NN1)C